N-(3-fluoro-7-((2-hydroxyethoxy)methyl)-4,7-dimethyl-8-oxo-5,6,7,8-tetrahydronaphthalen-1-yl)acetamide FC=1C=C(C=2C(C(CCC2C1C)(C)COCCO)=O)NC(C)=O